C(C)C1=CC=C(C=C1)[N+]#[C-] 4-ethylphenylisonitrile